C(C)(C)(C)OC(=O)N1CC(CCC1)NC=1N=NC(=C(C1)C(F)(F)F)C1=C(C=C(C=C1)C=O)OCOCC 3-((5-trifluoromethyl-6-(2-ethoxymethoxy-4-formylphenyl)pyridazin-3-yl)amino)piperidine-1-carboxylic acid tert-butyl ester